2-(carboxymethoxy)-4-fluorobenzoic acid C(=O)(O)COC1=C(C(=O)O)C=CC(=C1)F